(Z)-6'-bromospiro[cyclopropane-1,1'-indene]-3'(2'H)-one O-methylsulfonyl oxime CS(=O)(=O)O\N=C/1\CC2(C3=CC(=CC=C13)Br)CC2